C(C)OC(=O)C1=C(C=C(C=2OCOC21)F)C2OCCO2 5-(1,3-dioxolan-2-yl)-7-fluorobenzo[d][1,3]dioxole-4-carboxylic acid ethyl ester